FC1=C(C=CC(=C1)F)N1C=C(C(C(C1)C)C1=CSC=C1)C1=CC=C(C=C1)F 1-(2,4-difluorophenyl)-3-(4-fluorophenyl)-5-methyl-4-(thiophen-3-yl)-4,5-dihydro-1H-pyridine